2-amino-2-methylpropaneol NC(CO)(C)C